5-fluoro-4-(1-isopropyl-1H-pyrazolo[4,3-b]pyridin-6-yl)-N-(4-(4-methylpiperazin-1-yl)phenyl)pyrimidin-2-amine FC=1C(=NC(=NC1)NC1=CC=C(C=C1)N1CCN(CC1)C)C=1C=C2C(=NC1)C=NN2C(C)C